dichloroethyl-trichlorosilane ClC(C[Si](Cl)(Cl)Cl)Cl